BrC=1C=C(C=2N(C1)N=CC2CO)OC (6-bromo-4-methoxypyrazolo[1,5-a]pyridin-3-yl)methanol